8-(1-bromoethyl)-3,6-dimethyl-2-phenyl-chromen-4-one BrC(C)C=1C=C(C=C2C(C(=C(OC12)C1=CC=CC=C1)C)=O)C